N-(7-(4,4-difluoropiperidin-1-yl)-2-methylbenzo[d]oxazol-5-yl)-4-(ethylsulfonamido)-2-(6-azaspiro[2.5]octan-6-yl)benzamide FC1(CCN(CC1)C1=CC(=CC=2N=C(OC21)C)NC(C2=C(C=C(C=C2)NS(=O)(=O)CC)N2CCC1(CC1)CC2)=O)F